(R)-3-(2-methoxypyrimidin-5-yl)-3-(4-(3-(5,6,7,8-tetrahydro-1,8-naphthyridin-2-yl)propyl)thiazol-2-yl)propanoic acid COC1=NC=C(C=N1)[C@@H](CC(=O)O)C=1SC=C(N1)CCCC1=NC=2NCCCC2C=C1